C(C)OC(=O)C=1OC2=C(C1C)C=C(C=C2)S(N(CCC2=CC=CC=C2)CC2=C(C=C(C=C2)C(F)(F)F)F)(=O)=O 3-Methyl-5-(N-(2-fluoro-4-(trifluoromethyl)benzyl)-N-phenethylsulfamoyl)benzofuran-2-carboxylic acid ethyl ester